FC([C@H]1COCCN1C=1C=C2C(=CC=NC2=CC1)C(=O)OC(C)(C)C)(F)F |r| rac-tert-Butyl (R)-6-(3-(trifluoromethyl)morpholino)quinoline-4-carboxylate